C(C)OC(C(=O)C1CS(C2=C(C=CC=C2C1=O)Cl)(=O)=O)=O 2-(8-Chloro-1,1-dioxo-4-oxothiochroman-3-yl)-2-oxoacetic acid ethyl ester